N-(5-(2-(((1r,4r)-4-(dimethylamino)cyclohexyl)amino)-5H-pyrrolo[3,2-d]pyrimidin-6-yl)-2-fluorophenyl)-1-(4-fluorophenyl)methanesulfonamide CN(C1CCC(CC1)NC=1N=CC2=C(N1)C=C(N2)C=2C=CC(=C(C2)NS(=O)(=O)CC2=CC=C(C=C2)F)F)C